COC=1C=C(C=CC1)N1N=CC=C1C(=O)O 1-(3-methoxyphenyl)-1H-pyrazole-5-carboxylic acid